C(C1=CC=CC=C1)OC(=O)N1CC=C(C12COCC2)C2=CC=1C(=NC=CC1NC=1C=CC3=C(N=CS3)C1)S2 4-(4-(benzo[d]thiazol-5-ylamino)thieno[2,3-b]pyridin-2-yl)-7-oxa-1-azaspiro[4.4]non-3-ene-1-carboxylic acid benzyl ester